Phenyl 4-(4-{5-[(1S)-1-{[(R)-tert-butylsulfinyl]amino}ethyl]pyridin-3-yl}tetrahydro-2H-pyran-4-yl)piperazine-1-carboxylate C(C)(C)(C)[S@@](=O)N[C@@H](C)C=1C=C(C=NC1)C1(CCOCC1)N1CCN(CC1)C(=O)OC1=CC=CC=C1